1-(4-(1-(2,6-dichlorophenyl)azetidin-3-yl)-3,5-dimethylbenzyl)piperidine-4-carboxylic acid ClC1=C(C(=CC=C1)Cl)N1CC(C1)C1=C(C=C(CN2CCC(CC2)C(=O)O)C=C1C)C